2-Nitroanisole [N+](=O)([O-])C1=C(C=CC=C1)OC